C(C)(=O)OC1O[C@@H]([C@@H]([C@@H]([C@H]1OC(C)=O)N=[N+]=[N-])OC(C)=O)COC(C)=O (3R,4S,5R,6R)-6-(acetoxymethyl)-4-azidotetrahydro-2H-pyran-2,3,5-triyl triacetate